[K].C1(CC(C)O1)=O (beta-butyrolactone) potassium salt